{[(1S)-1-(6-chloropyridin-3-yl)ethyl](methyl)oxy-λ4-sulfanylidene}cyanamide ClC1=CC=C(C=N1)[C@H](C)S(OC)=NC#N